O1C(OCC1)C1CN(CC1)C1=CC=C2C(=NN(C2=C1)C)C1C(NC(CC1)=O)=O 3-(6-(3-(1,3-Dioxolan-2-yl)pyrrolidin-1-yl)-1-methyl-1H-indazol-3-yl)piperidine-2,6-dione